F[C@@H]1CN(CC[C@H]1NC1=CC=CC2=C1SC(=C2C=2N=CSC2)C#CC)C 3-(7-(((3R,4R)-3-fluoro-1-methylpiperidin-4-yl)amino)-3-(thiazol-4-yl)benzo[b]thiophen-2-yl)prop-2-yn